FC=1C=C(C=CC1CN1CCOCC1)O 3-fluoro-4-(morpholinomethyl)phenol